2-Chloro-N-(3-chloro-4-fluorophenyl)-4-(5-hydroxyoctahydropentalen-2-yl)-1-methyl-1H-imidazole-5-carboxamide ClC=1N(C(=C(N1)C1CC2CC(CC2C1)O)C(=O)NC1=CC(=C(C=C1)F)Cl)C